(octadecyloxy)acetyl chloride C(CCCCCCCCCCCCCCCCC)OCC(=O)Cl